ClC1=C(C=CC=C1)C1CN(CC1)C(CN1N=C(C2=C1CCC2)C(=O)N2C[C@H](O[C@H](C2)C)C)=O 1-[3-(2-chlorophenyl)pyrrolidin-1-yl]-2-{3-[(2R,6S)-2,6-dimethylmorpholine-4-carbonyl]-5,6-dihydrocyclopenta[c]pyrazol-1(4H)-yl}ethan-1-one